methyl (2,6-dibromobenzyl)glycinate BrC1=C(CNCC(=O)OC)C(=CC=C1)Br